6-bromo-N'-[4-[tert-butyl(dimethyl)silyl]oxy-2-ethyl-phenyl]-4-[[(3S)-tetrahydrofuran-3-yl]amino]pyrrolo[1,2-b]pyridazine-3-carboxamidine BrC=1C=C2N(N=CC(=C2N[C@@H]2COCC2)C(=NC2=C(C=C(C=C2)O[Si](C)(C)C(C)(C)C)CC)N)C1